(R)-7-bromo-6-methoxy-2-methyl-10-phenyl-9,10-dihydro-8-oxa-2,4,10a-triazanaphtho[2,1,8-cde]Azulene-1(2H)-one BrC1=C(C=C2N=CC=3N(C(N4[C@@H](COC1=C2C34)C3=CC=CC=C3)=O)C)OC